FC1=C(C(=NN1C)C)C(=O)O 5-fluoro-1,3-dimethyl-1H-pyrazole-4-carboxylic acid